C(C1=CC=CC=C1)SC1=C2C=CC(=NC2=CN=C1)Cl 5-benzylmercapto-2-chloro-1,7-naphthyridine